5-(3-chloro-5-fluoropyridin-4-yl)isoindoline trifluoroacetic Acid Salt FC(C(=O)O)(F)F.ClC=1C=NC=C(C1C=1C=C2CNCC2=CC1)F